tert-Butyl 3-((3,5-difluoro-4-((1R,3R)-3-methyl-2-(2,2,2-trifluoroethyl)-2,3,4,9-tetrahydro-1H-pyrido[3,4-b]indol-1-yl)phenyl)amino)azetidine-1-carboxylate FC=1C=C(C=C(C1[C@H]1N([C@@H](CC2=C1NC1=CC=CC=C21)C)CC(F)(F)F)F)NC2CN(C2)C(=O)OC(C)(C)C